CCC(C)C=1C=C(C=CCCCC2=C(C(=O)O)C=CC=C2)C=CC1 [3-(3-butyl)benzylidenebutyl]benzoic acid